C(OC)(OCC(F)(F)F)=O methyl 2,2,2-trifluoro-ethyl carbonate